ClC1=C(C(=CC=C1)C1=NC2=C(N1)C=C(C(=C2)F)OC)C=2C(=CC(=CC2)C(NC2=CC=C(C=C2)OC)=O)C(=O)O (S)-2'-chloro-6'-(5-fluoro-6-methoxy-1H-1,3-benzodiazol-2-yl)-4-[(4-methoxyphenyl)carbamoyl]-[1,1'-biphenyl]-2-carboxylic acid